5-bromoimidazo[2,1-b][1,3,4]thiadiazole BrC1=CN=C2SC=NN21